tert-Butyl (4-(3-methyl-2,6-dioxopiperidin-3-yl)pyridin-2-yl)carbamate CC1(C(NC(CC1)=O)=O)C1=CC(=NC=C1)NC(OC(C)(C)C)=O